2,4-diamino-1-naphthol NC1=C(C2=CC=CC=C2C(=C1)N)O